C(C1=CC=CC=C1)OC(=O)NC1COC2=CC(=CC=C2C1)N1CC2CCCC(C1)N2C(=O)OC(C)(C)C tert-butyl 3-(3-(((benzyloxy) carbonyl) amino) chroman-7-yl)-3,9-diazabicyclo[3.3.1]nonane-9-carboxylate